C1(CC1)OC=1C(=CC2=CN(N=C2C1)C1CCC(CC1)O)C(=O)NC=1C=NN2C1N=CC=C2 6-cyclopropoxy-2-((1s,4s)-4-hydroxycyclohexyl)-N-(pyrazolo[1,5-a]pyrimidin-3-yl)-2H-indazole-5-carboxamide